[2-[3-bromo-7-(cyclopropyloxy)-1-naphthalenyl]-3-hydroxy-propyl]acetamide BrC=1C=C(C2=CC(=CC=C2C1)OC1CC1)C(CCC(=O)N)CO